ClC1=C(C(=CC=C1Cl)O)[C@H]1C[C@@H]2N(C(CN(C2)C[C@H]2NCCOC2)=O)C1 (7R,8aS)-7-(2,3-dichloro-6-hydroxyphenyl)-2-[(3R)-morpholin-3-ylmethyl]-hexahydropyrrolo[1,2-a]pyrazin-4-one